2-(6-{5-chloro-2-[(oxan-4-yl)amino]pyrimidin-4-yl}-1-oxo-2,3-dihydro-1H-isoindol-2-yl)-N-{1-[4-(2-methylpropyl)phenyl]ethyl}acetamide ClC=1C(=NC(=NC1)NC1CCOCC1)C1=CC=C2CN(C(C2=C1)=O)CC(=O)NC(C)C1=CC=C(C=C1)CC(C)C